N-(2-pyridinyl)acetamide bis-trifluoroacetate FC(C(=O)O)(F)F.FC(C(=O)O)(F)F.N1=C(C=CC=C1)NC(C)=O